CC1=NC(=CC(=N1)NC1=NN2C(C=C(C=C2)C2=C(C=NC(=C2)OC)OC[C@H]2OCC[C@@H]2O)=C1)C (2R,3S)-2-(((4-(2-((2,6-dimethylpyrimidin-4-yl)amino)pyrazolo[1,5-a]pyridin-5-yl)-6-methoxypyridin-3-yl)oxy)methyl)tetrahydrofuran-3-ol